6-METHOXY-5-METHYLPYRIDINE-2-CARBALDEHYDE COC1=C(C=CC(=N1)C=O)C